tetraallylterephthalic acid amide C(C=C)C1=C(C(=C(C(=C1C(=O)N)CC=C)CC=C)C(=O)O)CC=C